COC(=O)N[C@H](C(=O)[O-])CCCl (S)-2-methoxycarbonylamino-4-chlorobutyrate